CC1=CC=NC(=N1)SCCC1=NC(=NO1)C1=CC=C(C=C1)C 6-methyl-2-((2-(3-(p-tolyl)-1,2,4-oxadiazol-5-yl)ethyl)thio)pyrimidin